O=C1N2C(N=NN1CCOC(F)(F)F)=C(N=C2)C(=O)NC2=NC=CC=C2 4-Oxo-N-(2-pyridyl)-3-[2-(trifluoromethoxy)ethyl]imidazo[5,1-d][1,2,3,5]tetrazine-8-carboxamide